1-Methyl-1-(3-methoxypropyl)pyrrolidinium bis(trifluoromethanesulfonyl)imide [N-](S(=O)(=O)C(F)(F)F)S(=O)(=O)C(F)(F)F.C[N+]1(CCCC1)CCCOC